C(CCCCCCCCCCCCCCC)(=O)N(C(C(CN)(N)C([C@@H](N)CCCNC(N)=N)=O)=O)CCCCCCCC\C=C/CCCCCCCC (L-arginyl)-L-2,3-diaminopropionic acid-N-palmitoyl-N-oleyl-amide